2,3-dimethyl-octyl alcohol CC(CO)C(CCCCC)C